NC1=NC(=CC(=N1)N1CCC2(C[C@H](NC2)C(=O)OCC)CC1)O[C@@H](C(F)(F)F)C1=C(C=C(C=C1)C1=C(C=CC=C1)C(=O)OCC)N1N=C(C=C1)C (S)-ethyl 8-(2-amino-6-((R)-1-(2'-(ethoxycarbonyl)-3-(3-methyl-1H-pyrazol-1-yl)-[1,1'-biphenyl]-4-yl)-2,2,2-trifluoroethoxy)pyrimidin-4-yl)-2,8-diazaspiro[4.5]decane-3-carboxylate